fumaric acid divinylester C(=C)OC(\C=C\C(=O)OC=C)=O